FC(C=1C=C(CN2C=C(C=3C2=NC=CC3F)/C=C(/C(=O)O)\C#N)C=C(C1)C(F)(F)F)(F)F (E)-3-(1-(3,5-bis(trifluoromethyl)benzyl)-4-fluoro-1H-pyrrolo[2,3-b]pyridin-3-yl)-2-cyanoacrylic acid